2-(4-{3a-hydroxy-4-oxo-1H,2H,3H,3aH,4H-pyrrolo[2,3-b]1,7-naphthyridin-1-yl}phenyl)-N,N-dimethylacetamide OC12C(=NC3=CN=CC=C3C1=O)N(CC2)C2=CC=C(C=C2)CC(=O)N(C)C